FC1=C(C=C(C=C1)F)C1=CC=C(N=N1)NC1[C@H]2CN(C[C@@H]12)CC1=NN(C(=C1)C)C (1s,5r)-N-[6-(2,5-difluorophenyl)pyridazin-3-yl]-3-[(1,5-dimethylpyrazol-3-yl)methyl]-3-azabicyclo[3.1.0]hexan-6-amine